(4-bromothiazol-2-yl)methanol BrC=1N=C(SC1)CO